CC1=C(OC2=CC=3C(=NON3)C=C2)C=CC(=C1)[N+](=O)[O-] 5-(2-Methyl-4-nitrophenoxy)benzo[c][1,2,5]oxadiazole